S=C=O monothioketone